NC1=NC(=C(C=2N1N=C(N2)OCC2=NC=CC=C2C)C2=CN(C(C=C2)=O)C)C=2C=C(C#N)C=CC2 3-(5-amino-8-(1-methyl-6-oxo-1,6-dihydropyridin-3-yl)-2-((3-methylpyridin-2-yl)methoxy)-[1,2,4]triazolo[1,5-c]pyrimidin-7-yl)benzonitrile